C(C)(=O)OCC1=C(C(=CC(=C1)Cl)S(NC1=C(C(=C(C=C1)F)C#CC=1C=NC(=NC1)N)F)(=O)=O)OC 3-((3-((2-aminopyrimidin-5-yl) ethynyl)-2,4-difluorophenyl) sulfamoyl)-5-chloro-2-methoxybenzyl acetate